FC(C(C#C)O)(F)F 1,1,1-trifluorobut-3-yn-2-ol